N-[(1S)-2-hydroxy-1-(3-methylphenyl)ethyl]-2-(6-{5-methyl-2-[(oxan-4-yl)amino]pyrimidin-4-yl}-1-oxo-2,3-dihydro-1H-isoindol-2-yl)acetamide OC[C@H](C1=CC(=CC=C1)C)NC(CN1C(C2=CC(=CC=C2C1)C1=NC(=NC=C1C)NC1CCOCC1)=O)=O